C1(CC1)C1=NNC(=N1)C1CC2(CN(C2)C(=O)N2CC3(C2)CN(C3)CC=3C=NNC3C(F)(F)F)C1 [6-(3-cyclopropyl-1H-1,2,4-triazol-5-yl)-2-azaspiro[3.3]heptan-2-yl]-[6-[[5-(trifluoromethyl)-1H-pyrazol-4-yl]methyl]-2,6-diazaspiro[3.3]heptan-2-yl]methanone